N,N-dimethyl-(dodecyl-behenyl)allyl-ammonium chloride [Cl-].C[NH+](C)CC=CCCCCCCCCCCCCCCCCCCCCCCCCCCCCCCCCCC